S(=O)([O-])[O-].[Na+].O.[Na+] water sodium sulphite